N[C@@H]([C@@H](C1=CC=CC=C1)NC(CC(=O)NC1=CC=CC=C1)=O)C1=CC=CC=C1 N1-((1R,2R)-2-amino-1,2-diphenylethyl)-N3-phenyl-malonamide